N(=O)[O-].C(C)[NH3+] ETHYLAMMONIUM NITRITE